4-(4,4,5,5-tetramethyl-1,3,2-dioxaborolan-2-yl)-2-(trifluoromethoxy)phenol CC1(OB(OC1(C)C)C1=CC(=C(C=C1)O)OC(F)(F)F)C